O=C1NC(CC[C@H]1NC=1C=C(C=CC1)N1CCC(CC1)C=O)=O |r| (±)-1-(3-((2,6-dioxopiperidin-3-yl)amino)phenyl)piperidine-4-carbaldehyde